1-{(3R)-2'-[6-amino-5-(trifluoromethyl)pyridin-3-yl]-5',6'-dihydrospiro[pyrrolidine-3,4'-pyrrolo[1,2-b]pyrazol]-1-yl}-2-(methylamino)ethan-1-one NC1=C(C=C(C=N1)C=1C=C2N(N1)CC[C@]21CN(CC1)C(CNC)=O)C(F)(F)F